C(#N)C(C1=CN(C=2CCC(C(C12)O)(F)F)C=1C=CC(=C(C#N)C1)F)(F)F 5-(3-(cyanodifluoromethyl)-5,5-difluoro-4-hydroxyl-4,5,6,7-tetrahydro-1H-indol-1-yl)-2-fluorobenzonitrile